CC(COC1CCN(CC1)C(=O)OCC1=CC=CC=C1)=C Benzyl 4-((2-methylallyl) oxy)piperidine-1-carboxylate